(3-(Imidazo[4,5-d]pyrrolo[2,3-b]pyridin-1(6H)-yl)bicyclo[1.1.1]pentan-1-yl)carbamic acid tert-butyl ester C(C)(C)(C)OC(NC12CC(C1)(C2)N2C=NC=1C2=C2C(=NC1)NC=C2)=O